2-(1-(1-(2,2-difluoroethyl)-1H-pyrazolo[3,4-b]pyrazin-6-yl)piperidin-3-yl)-5-(2-(trifluoromethyl)pyridin-4-yl)-1,3,4-thiadiazole FC(CN1N=CC=2C1=NC(=CN2)N2CC(CCC2)C=2SC(=NN2)C2=CC(=NC=C2)C(F)(F)F)F